6-(2'-Fluoro-6'-(Azolidin-1-ylMethyl)-[1,1'-Biphenyl]-4-yl)-2-Methyl-1H-benzo[d]Imidazol FC1=C(C(=CC=C1)CN1CCCC1)C1=CC=C(C=C1)C=1C=CC2=C(NC(=N2)C)C1